C(C1=CC=CC=C1)C1C(C1)B(O)O 2-BENZYLCYCLOPROPYLBORONIC ACID